CC1CCC(CC1)NC=O N-(4-methylcyclohexyl)formamide